2,4-bis(ethylamino)-6-methylthio-1,3,5-triazine C(C)NC1=NC(=NC(=N1)NCC)SC